ClC=1C(=NC=CC1SCCC(=O)OCC)NC([2H])([2H])[2H] Ethyl 3-((3-chloro-2-((methyl-d3)amino)pyridin-4-yl)thio)propionate